N-[1-(5-methyl-1,3,4-thiadiazol-2-yl)ethyl]-6-(5-methylthiazol-2-yl)-8-tetrahydropyran-4-yloxy-quinazolin-4-amine CC1=NN=C(S1)C(C)NC1=NC=NC2=C(C=C(C=C12)C=1SC(=CN1)C)OC1CCOCC1